3-bromo-2,5,6-trifluorobenzaldehyde BrC=1C(=C(C=O)C(=C(C1)F)F)F